[6-[6-(trifluoromethyl)-3-pyridyl]-2-azaspiro[3.3]heptan-2-yl]-[6-[[6-(trifluoromethyl)-3-pyridyl]methyl]-2-azaspiro[3.4]octan-2-yl]methanone FC(C1=CC=C(C=N1)C1CC2(CN(C2)C(=O)N2CC3(C2)CC(CC3)CC=3C=NC(=CC3)C(F)(F)F)C1)(F)F